N[C@H](CC(=O)O)CC#C (S)-β-amino-5-hexynoic acid